2'-chloro-5'-methoxy-6-methyl-N-(5-(1-methyl-2-oxopyrrolidin-3-yl)-1,3,4-thiadiazol-2-yl)-(4,4'-bipyridine)-3-carboxamide ClC1=NC=C(C(=C1)C1=C(C=NC(=C1)C)C(=O)NC=1SC(=NN1)C1C(N(CC1)C)=O)OC